tetraaminophenyl-copper NC=1C(=C(C(=C(C1)[Cu])N)N)N